F\C(\C(=O)NC=1C=C2C(=NC=NC2=CC1OC)NC1=C(C=C(C(=C1)C)OC=1C=CC2=C(N(C=N2)C)C1)OC)=C\[C@@H]1N(CCC1)C (R,E)-2-fluoro-N-(7-methoxy-4-((2-methoxy-5-methyl-4-((1-methyl-1H-benzo[d]imidazole-6-yl)oxy)phenyl)amino)quinazolin-6-yl)-3-(1-methylpyrrolidin-2-yl)acrylamide